N-(1-(1-(piperidin-4-yl)ethyl)-1H-pyrazol-4-yl)-5-(pyrazin-2-yl)isoxazole-3-carboxamide trifluoroacetate salt FC(C(=O)O)(F)F.N1CCC(CC1)C(C)N1N=CC(=C1)NC(=O)C1=NOC(=C1)C1=NC=CN=C1